CC(C)(OC(CCOCCOCCNC(CCCC(=O)O)=O)=O)C 2,2-dimethyl-4,14-dioxo-3,7,10-trioxa-13-aza-heptadecane-17-carboxylic acid